ClC1=C(C(CCC1)=O)C(C1=C(C=C(C=C1)S(=O)(=O)C)[N+](=O)[O-])=O 3-chloro-2-(4-methanesulfonyl-2-nitrobenzoyl)cyclohex-2-en-1-one